4-(hydroxymethyl)-6-methyl-2H,3H-pyrano[3,2-b]pyridin-4-ol OCC1(CCOC=2C1=NC(=CC2)C)O